N1=CC=C(C=C1)C1=NSC=N1 (pyridin-4-yl)-1,2,4-thiadiazole